t-Butyl N-[4-[4-[3-cyano-4-[(3-fluoro-2-pyridyl)sulfanyl]pyrazolo[1,5-a]pyridin-6-yl]-5-methyl-pyrazol-1-yl]cyclohexyl]-N-methyl-carbamate C(#N)C=1C=NN2C1C(=CC(=C2)C=2C=NN(C2C)C2CCC(CC2)N(C(OC(C)(C)C)=O)C)SC2=NC=CC=C2F